1-(2-aminoethyl)pyrrolidone NCCN1C(CCC1)=O